P(=O)N phosphanamidate